2-(6-(4-(3-(1H-benzo[d]imidazol-2-yl)-4-chlorophenyl)piperazin-1-yl)pyridin-3-yl)-2-methylpropanenitrile N1C(=NC2=C1C=CC=C2)C=2C=C(C=CC2Cl)N2CCN(CC2)C2=CC=C(C=N2)C(C#N)(C)C